(5E)-3,5-dimethylnon-5-en-1-ol CC(CCO)C\C(=C\CCC)\C